C(C)(C)(C)OC(CC(=O)[O-])=O.[K+] potassium 3-(tert-butoxy)-3-oxopropanoate